(2-chloro-5-ethylbenzyl)-1-(N,N-dimethylsulfamoyl)-1H-pyrazole-4-carboxylic acid ClC1=C(CC2=NN(C=C2C(=O)O)S(N(C)C)(=O)=O)C=C(C=C1)CC